O=C1NC(CCC1N1C(C2=CC(=C(C=C2C1=O)F)F)=O)=O 2-(2,6-dioxo-hexahydropyridin-3-yl)-5,6-difluoroisoindole-1,3-dione